C(#N)C(C(=O)OCCCCCCC)=C 1-heptyl 2-cyanoacrylate